ClC=1N=C2N(C(C1)=O)[C@@H](CC2)C(=O)OC Methyl (S)-2-chloro-4-oxo-4,6,7,8-tetrahydropyrrolo[1,2-a]pyrimidine-6-carboxylate